5-bromo-1-methyl-pyrazole BrC1=CC=NN1C